2-(1,3-benzothiazol-2-yl)-2H-1,2,3-triazole-4-carboxylic acid Ethyl-2-(1,3-benzothiazol-2-yl)-2H-1,2,3-triazole-4-carboxylate C(C)OC(=O)C1=NN(N=C1)C=1SC2=C(N1)C=CC=C2.S2C(=NC1=C2C=CC=C1)N1N=CC(=N1)C(=O)O